(4-(bis(2-ethylhexyl)amino)phenyl)(5-hexadecyl-2-hydroxyphenyl)methanone C(C)C(CN(C1=CC=C(C=C1)C(=O)C1=C(C=CC(=C1)CCCCCCCCCCCCCCCC)O)CC(CCCC)CC)CCCC